N-phenyl-oxazolidine-2,4-dione C1(=CC=CC=C1)N1C(OCC1=O)=O